C(=O)O.ClC1=C(C=CC(=C1F)OC)C1=CN=C(N1C)C(=O)NC1=CC(=C(C=C1)C(=O)N1CCN(CC1)C(=O)C1(CCNCC1)O)C 5-(2-chloro-3-fluoro-4-methoxy-phenyl)-N-[4-[4-(4-hydroxypiperidine-4-carbonyl)piperazine-1-carbonyl]-3-methyl-phenyl]-1-methyl-imidazole-2-carboxamide formate